C(#N)C=1C=C(C=NC1)NS(=O)(=O)C1CC1 N-(5-cyanopyridin-3-yl)cyclopropanesulfonamide